ClC1=C2C(=CN=C1)NC(=C2)C(=O)NC2CC[Si](CC2)(C)C 4-chloro-N-(1,1-dimethylsilinan-4-yl)-1H-pyrrolo[2,3-c]pyridine-2-carboxamide